P(=O)(OCCCCCC(C)C)(O)[O-].[Zr+4].C(CCCCC(C)C)OP(=O)(O)[O-].C(CCCCC(C)C)OP(=O)(O)[O-].C(CCCCC(C)C)OP(=O)(O)[O-] zirconium isooctyl hydrogen phosphate